3-(2-chloro-5-fluoro-4-nitrophenoxy)-1H-pyrazole ClC1=C(OC2=NNC=C2)C=C(C(=C1)[N+](=O)[O-])F